N(=[N+]=[N-])[C@](C)(CC)C1=C2C=C(N=CC2=C(N=C1)O[C@H](C)C[C@@H](C)S(=O)(=O)C)NC1=CC=C2C(=N1)C1(C(OC2=O)(C)C)CC1 2'-((5-((R)-2-Azidobutan-2-yl)-8-(((2R,4R)-4-(methylsulfonyl)pentan-2-yl)oxy)-2,7-naphthyridin-3-yl)amino)-7',7'-dimethyl-5'H,7'H-spiro[cyclopropane-1,8'-pyrano[4,3-b]pyridin]-5'-one